NC1=CC=C(OC2=CC=C(OCCCOC3=CC=C(C=C3)OC3=CC=C(C=C3)N)C=C2)C=C1 1,3-bis[4-(4-aminophenoxy)phenoxy]propane